N-((6-bromopyridin-2-yl)methyl)-4-fluoropyrrolidine-2-carboxamide BrC1=CC=CC(=N1)CNC(=O)C1NCC(C1)F